NCC1C(CN(CC1)C(=O)OC(C)(C)C)(F)F tert-butyl 4-(aminomethyl)-3,3-difluoro-piperidine-1-carboxylate